N-(1-((3-aminopropyl)sulfonyl)piperidin-4-yl)-7-methyl-1H-indole NCCCS(=O)(=O)N1CCC(CC1)N1C=CC2=CC=CC(=C12)C